C(C1=CC=CC=C1)OC1=NC(=CC=C1C1=CC(=C(C=C1)N1CC([C@@H](CC1)N1CCN(CC1)C1=C(C(=C(C=C1)B1OC(C(O1)(C)C)(C)C)F)F)(F)F)F)OCC1=CC=CC=C1 1-[(4R)-1-[4-(2,6-dibenzyloxy-3-pyridyl)-2-fluoro-phenyl]-3,3-difluoro-4-piperidyl]-4-[2,3-difluoro-4-(4,4,5,5-tetramethyl-1,3,2-dioxaborolan-2-yl)phenyl]piperazine